ClC1=CC(=C(C=C1)NC(=O)C=1C=NC=C(C1)C#N)C(N[C@H](C(C(=O)NC)=O)C[C@H]1C(N[C@@H](C1)C)=O)=O N-[4-chloro-2-[[(1S)-3-(methylamino)-1-[[(3S,5R)-5-methyl-2-oxo-pyrrolidin-3-yl]methyl]-2,3-dioxo-propyl]carbamoyl]phenyl]-5-cyano-pyridine-3-carboxamide